4-(2-chloro-6-nitrophenyl)morpholine ClC1=C(C(=CC=C1)[N+](=O)[O-])N1CCOCC1